2-((5-(4-chloro-2-fluoro-phenyl)-3-methyl-triazol-4-yl)methyl)-5-((3S)-4-isopropyl-3-methyl-piperazin-1-yl)pyridazin-3-one ClC1=CC(=C(C=C1)C1=C(N(N=N1)C)CN1N=CC(=CC1=O)N1C[C@@H](N(CC1)C(C)C)C)F